(S)-2-(hydroxymethyl)pyrrolidine-1-carboxylic acid tert-butyl ester C(C)(C)(C)OC(=O)N1[C@@H](CCC1)CO